(1R,5S,6R)-N-(8-amino-6-(4-methylpyridin-3-yl)-2,7-naphthyridin-3-yl)-3-(methylsulfinamido)bicyclo[3.1.0]Hexane-6-carboxamide NC=1N=C(C=C2C=C(N=CC12)NC(=O)C1[C@H]2CC(C[C@@H]12)NS(=O)C)C=1C=NC=CC1C